FC1=CC=C(C=C1)C1SCC(N1C1=C(C=C(C(=O)OCCOCCNC(=O)OC(C)(C)C)C=C1)C)=O 2-[2-({[(2-methyl-2-propanyl)oxy]carbonyl}amino)ethoxy]ethyl 4-[2-(4-fluorophenyl)-4-oxo-1,3-thiazolidin-3-yl]-3-methylbenzoate